3-(3-bromopropyloxy)-7-methoxy-2-(4-bromophenyl)-4H-chromen-4-one BrCCCOC1=C(OC2=CC(=CC=C2C1=O)OC)C1=CC=C(C=C1)Br